C(C)(C)(C)OC(=O)N1CCN(CC1)S(=O)(=O)N1CCC(CC1)CN1CCC2(CN(C2)C2=NC=NC=C2OC2=C(C=C(C=C2)F)C(N(C(C)C)C(C)C)=O)CC1 4-((4-((2-(5-(2-(diisopropylcarbamoyl)-4-fluorophenoxy)pyrimidin-4-yl)-2,7-diazaspiro[3.5]nonan-7-yl)methyl)piperidin-1-yl)sulfonyl)piperazine-1-carboxylic acid tert-butyl ester